C=1NN=C2CCC3=C(C12)C=CC(=C3)N3C([C@@]1(CC3)NC3=CC=CC=C3C1)=O |r| (rac)-1'-(4,5-dihydro-2H-benzo[e]indazol-7-yl)spiro[indolin-2,3'-pyrrolidin]-2'-one